(2H-benzotriazol-2-yl)-4,6-di-t-amylphenol N=1N(N=C2C1C=CC=C2)C2=C(C(=CC(=C2)C(C)(C)CC)C(C)(C)CC)O